C(C)(C)(C)OC(=O)N1CC(CCC1)C(C(=O)O)(C)C (1-(tert-butoxycarbonyl)piperidin-3-yl)-2-methylpropanoic acid